BrCC(=O)C1=NC(=CC=C1)C(F)(F)F 2-bromo-1-(6-(trifluoromethyl)pyridin-2-yl)ethan-1-one